2,3,4,5-tetrahydro-1λ4-benzo[f][1,4]thiazepine [SH2]1CCNCC2=C1C=CC=C2